N1=CC=C(C=C1)CP(=O)(O)CC(C(=O)O)CCC(=O)O 2-[[((4-pyridyl)methyl)hydroxyphosphinyl]methyl]pentanedioic acid